CC1=C(C(=CC=C1)C)C1=NC(=NC(=C1)C(CCNC1CC2(CC2)C1)C)NS(=O)(=O)C=1C=C(C(=O)O)C=CC1 3-[[4-(2,6-dimethylphenyl)-6-[1-methyl-3-(spiro[2.3]hexan-5-ylamino)propyl]pyrimidin-2-yl]sulfamoyl]benzoic acid